(S,E)-N-((5-chloro-3-fluoropyridin-2-yl)methylene)-2-methylpropane-2-sulfinamide ClC=1C=C(C(=NC1)\C=N\[S@@](=O)C(C)(C)C)F